C1(CC1)C1=NNC(=N1)C1CC2(CN(C2)C(=O)N2CC3(C2)CC(C3)CN3C(C(C#N)=CC=C3)=O)C1 1-[[2-[6-(3-cyclopropyl-1H-1,2,4-triazol-5-yl)-2-azaspiro[3.3]heptane-2-carbonyl]-2-azaspiro[3.3]heptan-6-yl]methyl]-2-keto-nicotinonitrile